rac-2-((2R,5S)-5-methyl-2-(naphthalen-2-yl)piperidin-1-yl)-N-(5-methylpyridin-3-yl)-2-oxoacetamide C[C@H]1CC[C@@H](N(C1)C(C(=O)NC=1C=NC=C(C1)C)=O)C1=CC2=CC=CC=C2C=C1 |r|